3-((4-methoxyphenyl)ethynyl)naphtho[2,3-b]Thiophene-2-carbaldehyde COC1=CC=C(C=C1)C#CC=1C2=C(SC1C=O)C=C1C=CC=CC1=C2